2-{diphenyl-trimethylsiloxy-methyl}-pyrrolidine C1(=CC=CC=C1)C(C1NCCC1)(O[Si](C)(C)C)C1=CC=CC=C1